C1(=CC=C(C=C1)CN1C(CCC1)C1=CC2=C(OCCO2)C=C1)C1=CC=CC=C1 1-([1,1'-biphenyl]-4-ylmethyl)-2-(2,3-dihydrobenzo[b][1,4]dioxin-6-yl)pyrrolidine